1-(2-n-hexane-yl)isoquinoline CC(CCCC)C1=NC=CC2=CC=CC=C12